O1C(NC2=C1C=CC(=C2)NC2=NC(=NC=C2C)NC=2C=C(C(=NC2)N2CCN(CC2)C)C(F)(F)F)=O N4-(benzo[d]oxazolin-2(3H)-on-5-yl)-N2-[3-trifluoromethyl-2-(4-methylpiperazin-1-yl)pyridin-5-yl]-5-methylpyrimidine-2,4-diamine